ClC1=CC=C(C=C1)C1=CN=C(O1)CCC(=O)O 3-[5-(4-chlorophenyl)-1,3-oxazol-2-yl]propanoic acid